C(=O)C1=CC=C(C=C1)C1=CC(=C2C=CC3=C(C=C(C4=CC=C1C2=C34)C3=CC=C(C=C3)C=O)C3=CC=C(C=C3)C=O)C3=CC=C(C=C3)C=O 1,3,6,8-Tetra(4-formylphenyl)pyrene